FC(C(=O)OOC(C(C(C(C(C(C(F)(F)F)(F)F)(F)F)(F)F)(F)F)(F)F)=O)(C(C(C(C(C(F)(F)F)(F)F)(F)F)(F)F)(F)F)F perfluoroheptanoylperoxide